O[C@@H]1C[C@H](N(C1)C(C(C(C)C)N1N=NC(=C1)C=1OC=CN1)=O)C(=O)NC |r| rac-(2s,4r)-4-hydroxy-N-methyl-1-(3-methyl-2-(4-(oxazol-2-yl)-1H-1,2,3-triazol-1-yl)butyryl)pyrrolidine-2-carboxamide